Sulfuric acid mono-(3-heptadecyl-2-sulfooxy-phenyl)ester C(CCCCCCCCCCCCCCCC)C=1C(=C(C=CC1)OS(O)(=O)=O)OS(=O)(=O)O